2-[[5-[2-fluoro-4-(trifluoromethyl)phenyl]-3-methyl-triazol-4-yl]methyl]-5-[(3S)-4-isopropyl-3-methyl-piperazin-1-yl]pyridazin-3-one FC1=C(C=CC(=C1)C(F)(F)F)C1=C(N(N=N1)C)CN1N=CC(=CC1=O)N1C[C@@H](N(CC1)C(C)C)C